C(=O)(O)[C@H](CC(=O)N1CC2=C(C(=C(C(=C2C1)Cl)OCCCOC1=CC2=C(SC(=C2)C(C[C@@H](C(=O)O)C)=O)C(=C1OC)F)OC)F)C (S)-4-(5-(3-((2-((S)-3-carboxybutanoyl)-4-chloro-7-fluoro-6-methoxyisoindolin-5-yl)oxy)propoxy)-7-fluoro-6-methoxybenzo[b]thiophen-2-yl)-2-methyl-4-oxobutanoic acid